FC=1C=C2C(=NNC2=CC1OCCOC)C1=CC(=NO1)C1=CC=C(C=C1)N1S(CCC1)(=O)=O 2-(4-{5-[5-Fluoro-6-(2-methoxyethoxy)-1H-indazol-3-yl]-1,2-oxazol-3-yl}phenyl)-1lambda6,2-thiazolidin-1,1-dion